2-(naphthalen-2-yl)-4-oxo-4-(p-tolyl)butyronitrile C1=C(C=CC2=CC=CC=C12)C(C#N)CC(C1=CC=C(C=C1)C)=O